2-(4-bromophenoxy)-2,2-difluoroethan-1-ol BrC1=CC=C(OC(CO)(F)F)C=C1